NC1CCN(CC1)C1=C(C=NC2=CC=C(C=C12)C1=C(C(=CC(=C1)F)F)NC(OC)=O)C1=CC(=CC(=C1)C)F methyl N-{2-[4-(4-aminopiperidin-1-yl)-3-(3-fluoro-5-methylphenyl)quinolin-6-yl]-4,6-difluorophenyl}carbamate